(3S)-6-chloro-5-(2,6-difluorophenyl)-7-iodo-3-methyl-1,3-dihydro-1,4-benzodiazepine ClC1=C(C=CC2=C1C(=N[C@H](CN2)C)C2=C(C=CC=C2F)F)I